(1R,3aR,7aR)-1-{(2R)-6-(Difluoromethyl)-7,7-difluoro-6-[(trimethylsilyl)oxy]heptan-2-yl}-7a-methyloctahydro-4H-inden-4-one FC(C(CCC[C@@H](C)[C@H]1CC[C@H]2C(CCC[C@]12C)=O)(C(F)F)O[Si](C)(C)C)F